FC1=C(C=CC(=C1)OC1COCC1)C(C)=O 1-(2-fluoro-4-((tetrahydrofuran-3-yl)oxy)phenyl)ethan-1-one